CC1=C(C(=O)N)C=CC(=C1)NCC#CC=1N(C2=CC=CC(=C2C1)NC1CCC(CC1)N1CC(CCC1)OC)CC(F)(F)F methyl-4-{[3-(4-{[(1S,4S)-4-(3-methoxypiperidin-1-yl)cyclohexyl]amino}-1-(2,2,2-trifluoroethyl)-1H-indol-2-yl)prop-2-yn-1-yl]amino}benzamide